(Ra)-2-(6-(1-(4-Bromobenzyl)-4-chloro-1H-indazole-7-carboxamido)spiro[3.3]heptan-2-yl)acetic acid BrC1=CC=C(CN2N=CC3=C(C=CC(=C23)C(=O)NC2CC3(CC(C3)CC(=O)O)C2)Cl)C=C1